4-(phenylthio)phenyl-diphenyl-sulfur hexafluoroantimonate F[Sb-](F)(F)(F)(F)F.C1(=CC=CC=C1)SC1=CC=C(C=C1)[S+](C1=CC=CC=C1)C1=CC=CC=C1